C(C)(C)(C)OC(N(C(C)C)C[C@@H](C(=O)N1CCN(CC1)C=1C2=C(N=CN1)[C@@H](C[C@H]2C)O)C2=CC=C(C=C2)Cl)=O ((S)-2-(4-chlorophenyl)-3-(4-((5R,7R)-7-hydroxy-5-methyl-6,7-dihydro-5H-cyclopenta[d]pyrimidin-4-yl)piperazin-1-yl)-3-oxopropyl)(isopropyl)carbamic acid tert-butyl ester